ClC=1C=CC2=C([C@@H](C[C@@H](O2)C(=O)NC23CC(C2)(C3)NC(=O)C=3C=NN(C3)C3=CC=CC=C3)O)C1 N-(3-{[(2R,4R)-6-chloro-4-hydroxy-3,4-dihydro-2H-1-benzopyran-2-carbonyl]amino}bicyclo[1.1.1]pentan-1-yl)-1-phenyl-1H-pyrazole-4-carboxamide